C[C@@H]1CN(C[C@@H](C1)NC1=C2C(=NC=C1C=1OC=C(N1)C(NC)=O)N(C=C2)COCC[Si](C)(C)C)C(=O)OCC2=CC=CC=C2 benzyl (3S,5R)-3-methyl-5-((5-(4-(methylcarbamoyl)oxazol-2-yl)-1-((2-(trimethylsilyl)ethoxy)methyl)-1H-pyrrolo[2,3-b]pyridin-4-yl)amino)piperidine-1-carboxylate